(Z)-3-(5-((3-(2-(4-(1-(4-hydroxyphenyl)-2-phenylbut-1-en-1-yl)phenoxy)ethoxy)propyl)amino)-1-oxoisoindolin-2-yl)piperidine-2,6-dione OC1=CC=C(C=C1)/C(=C(\CC)/C1=CC=CC=C1)/C1=CC=C(OCCOCCCNC=2C=C3CN(C(C3=CC2)=O)C2C(NC(CC2)=O)=O)C=C1